NC1(CC(C1)NC1=NC=C2C=C(N=C(C2=C1)NC1(CC1)C)C#N)C 7-((trans)-3-amino-3-methylcyclobutyl)amino-1-((1-methylcyclopropyl)amino)-2,6-naphthyridine-3-carbonitrile